SCSC(SCC1SCSC1SSCS)C(SCSC(C(SCS)SCS)SCS)SCS 4-[3,4,8,9-tetrakis(mercaptomethylthio)-11-mercapto-2,5,7,10-tetrathiaundecyl]-5-mercaptomethylthiothio-1,3-dithiacyclopentane